CN1N=C(C=C1C=1C=C2CCNC(C2=CC1)=O)C1=CCCNC1 6-[2-methyl-5-(1,2,3,6-tetrahydropyridin-5-yl)pyrazol-3-yl]-3,4-dihydro-2H-isoquinolin-1-one